[I-].CC(C)(C1=CC=CC=C1)N1C=[N+](C=C1)C(C)(C)C1=CC=CC=C1 1,3-bis(1-methyl-1-phenylethyl)imidazolium iodide